(S)-N-((S)-2-(dimethylamino)-3-(4-methyl-1H-indazol-5-yl)propyl)-3-(1-methylcyclopropyl)-3-(pyridin-3-yl)propanamide CN([C@H](CNC(C[C@H](C=1C=NC=CC1)C1(CC1)C)=O)CC=1C(=C2C=NNC2=CC1)C)C